(S)-3-ethyl-N-(3-(1-((2-ethyl-2H-pyrazolo[3,4-b]pyrazin-6-yl)amino)ethyl)phenyl)-4-((4-methylpiperazin-1-yl)methyl)benzamide C(C)C=1C=C(C(=O)NC2=CC(=CC=C2)[C@H](C)NC=2C=NC=3C(N2)=NN(C3)CC)C=CC1CN1CCN(CC1)C